N-(7-(N-(1-methylcyclopropyl)sulfamoyl)naphthalen-2-yl)bicyclo[1.1.0]butane-1-carboxamide CC1(CC1)NS(=O)(=O)C1=CC=C2C=CC(=CC2=C1)NC(=O)C12CC2C1